FC1=CC=C2C(=CC=NC2=C1)C1=CC(=C(C=N1)OC[C@@](CC(C)C)(C)NC(OC(C)(C)C)=O)C (S)-tert-butyl (1-((6-(7-fluoroquinolin-4-yl)-4-methylpyridin-3-yl)oxy)-2,4-dimethylpentan-2-yl)carbamate